COC=1C=C(/C=C/C2=C3C=C(N=CC3=C(N=C2)NC)NC(=O)C2CC2)C=C(C1)C1=NC=NN1C (E)-N-(5-(3-methoxy-5-(1-methyl-1H-1,2,4-triazol-5-yl)styryl)-8-(methylamino)-2,7-naphthyridin-3-yl)cyclopropanecarboxamide